COC(C1=CC(=C(C=C1)NC)N)=O 3-amino-4-(methylamino)benzoic acid methyl ester